C(N)(=O)C1=CC=C(C=C1)C1=C(NC2=C(C=CC=C12)C(C)C)C(=O)O 3-(4-carbamoylphenyl)-7-isopropyl-1H-indole-2-carboxylic acid